NC1=NC=NN2C1=C(N=C2C(C)C)C2=CC=C(CC1=C(C3=C(OC(O3)(F)F)C=C1)C(=O)N)C=C2 (4-(4-amino-7-isopropylimidazo[5,1-f][1,2,4]triazin-5-yl)benzyl)-2,2-difluorobenzo[d][1,3]dioxole-4-carboxamide